CN1C=2C(NC(=NC2NCC1CNC1=CC=C(C(N[C@@H](CCC(=O)[O-])C(=O)O)=O)C=C1)N)=O.[Ca+2].CN1C=2C(NC(=NC2NCC1CNC1=CC=C(C(N[C@@H](CCC(=O)[O-])C(=O)O)=O)C=C1)N)=O Calcium L-5-Methyltetrahydrofolate